CC1(C(C1)CC1C(C2(CC2C1)C)(C)C)CO (1-methyl-2-((1,2,2-trimethylbicyclo[3.1.0]hexan-3-yl)methyl)-cyclopropyl)methanol